3-(1-(3-((S)-2-(4-chlorophenyl)-2-hydroxyethyl)-1,2,4-oxadiazol-5-yl)ethyl)-1,6-dimethylpyrimidine-2,4(1H,3H)-dione ClC1=CC=C(C=C1)[C@H](CC1=NOC(=N1)C(C)N1C(N(C(=CC1=O)C)C)=O)O